CN1N=C2C(=C1)C(NC2)C 2,4-dimethyl-2,4,5,6-tetrahydropyrrolo[3,4-c]Pyrazole